3-chloro-5-((3-fluoropyridin-2-yl)oxy)pyridinecarbonitrile ClC=1C(=NC=C(C1)OC1=NC=CC=C1F)C#N